C(#N)C(C)(C)C=1C=C(C(=NC1)C(=O)NC1=CC(=NC=C1NC)C(F)(F)F)S(=O)(=O)CC 5-(1-cyano-1-methyl-ethyl)-3-ethylsulfonyl-N-[5-(methylamino)-2-(trifluoromethyl)-4-pyridyl]pyridine-2-carboxamide